BrC=1C=CC2=C(C(=CO2)COC2=C(C=CC(=C2)NC(=O)OC(C)(C)C)CC(=O)OCC)C1 ethyl 2-(2-((5-bromobenzofuran-3-yl)methoxy)-4-((tert-butoxycarbonyl)amino) phenyl)acetate